C(C1=CC=CC=C1)N1C(C(=C(C=C1)CNCC1OCCC1)O)=O 1-benzyl-3-hydroxy-4-{[(tetrahydrofuran-2-ylmethyl)amino]methyl}pyridin-2(1H)-one